OC1=CC(=CC(=C1C1=C(C=CC(=C1)C)C(=C)C)OP(=O)(C)N[C@@H](C)C(=O)OCC)CCCCC ethyl (((6-hydroxy-5'-methyl-4-pentyl-2'-(prop-1-en-2-yl)-[1,1'-biphenyl]-2-yl)oxy)(methyl)phosphoryl)-L-alaninate